tert-butyl N-[1-[3-chloro-5-[(2-fluoro-2-methyl-propyl)sulfamoyl]-8,9-dihydro-7H-cyclopenta[h]isoquinolin-7-yl]azetidin-3-yl]carbamate ClC=1N=CC2=C3C(=CC(=C2C1)S(NCC(C)(C)F)(=O)=O)C(CC3)N3CC(C3)NC(OC(C)(C)C)=O